FC=1C=C(CNC(OC(C)(C)C)=O)C=C(C1)C=1C=NN(C1)C1=CC(=CC=C1)F tert-butyl (3-fluoro-5-(1-(3-fluorophenyl)-1H-pyrazol-4-yl)benzyl)carbamate